(5-methoxy-naphthalen-1-yl)-N,N-dimethylethan-1-amine fumarate C(\C=C\C(=O)O)(=O)O.COC1=C2C=CC=C(C2=CC=C1)C(C)N(C)C